N-(2-Chloro-3-{(4S)-2-imino-4-methyl-1-[(2R*,4R*)-2-methyl-tetrahydropyran-4-yl]-6-oxo-hexahydropyrimidin-4-yl}phenyl)-2,4,5-trifluorobenzamide hydrochloride Cl.ClC1=C(C=CC=C1[C@]1(NC(N(C(C1)=O)[C@H]1C[C@H](OCC1)C)=N)C)NC(C1=C(C=C(C(=C1)F)F)F)=O |o1:15,17|